C(CCC=C)C1=CC(=C(C(=C1)C(C)C)O)C(C)C 4-(4-pentenyl)-2,6-diisopropylphenol